FC(C=1C=N[Se]C1)(F)F 4-trifluoromethyl-selenoisoxazole